C(=O)(OC(C)(C)C)N[C@H]1CC[C@H](CC1)C(=O)O Cis-4-(Boc-amino)cyclohexanecarboxylic acid